4-[[1-[2-chloro-4-[[5-(2,3-difluoro-4-methoxy-phenyl)-1-methyl-imidazole-2-carbonyl]amino]benzoyl]piperidine-4-carbonyl]amino]butanoic acid ClC1=C(C(=O)N2CCC(CC2)C(=O)NCCCC(=O)O)C=CC(=C1)NC(=O)C=1N(C(=CN1)C1=C(C(=C(C=C1)OC)F)F)C